nonylene succinate C1(CCC(=O)OCCCCCCCCCO1)=O